5-bromo-4-(4-methoxybenzyloxy)picolinecarbonitrile BrC=1C(=CC(=NC1)CC#N)OCC1=CC=C(C=C1)OC